(R)-3-((4-(7-(3-(2,3-dihydrobenzo[b][1,4]dioxin-6-yl)-2-methylphenyl)imidazo[1,2-a]pyridin-3-yl)benzyl)amino)propane-1,2-diol O1C2=C(OCC1)C=C(C=C2)C=2C(=C(C=CC2)C2=CC=1N(C=C2)C(=CN1)C1=CC=C(CNC[C@H](CO)O)C=C1)C